benzyl ((1-(3-benzyl-1H-pyrazolo[3,4-b]pyrazin-6-yl)-4-methylpiperidin-4-yl)methyl)carbamate C(C1=CC=CC=C1)C1=NNC2=NC(=CN=C21)N2CCC(CC2)(C)CNC(OCC2=CC=CC=C2)=O